O=S1(N(CC(N1)=O)C=1C(=C2C=CC(=CC2=CC1O)NC(CC1=CC=C(C=C1)NC1=CC=C2C(=NN(C2=C1)C)C1C(NC(CC1)=O)=O)=O)F)=O N-(6-(1,1-dioxido-4-oxo-1,2,5-thiadiazolidin-2-yl)-5-fluoro-7-hydroxynaphthalen-2-yl)-2-(4-((3-(2,6-dioxopiperidin-3-yl)-1-methyl-1H-indazol-6-yl)amino)phenyl)acetamide